2-((1-(2-(3-cyanophenyl)-7-methyl-4-oxo-4H-pyrido[1,2-a]pyrimidin-9-yl)ethyl)amino)benzoic acid C(#N)C=1C=C(C=CC1)C=1N=C2N(C(C1)=O)C=C(C=C2C(C)NC2=C(C(=O)O)C=CC=C2)C